ClC1=CC(=C(C=C1)COC1=NC=2CN(CCC2C=C1C(F)F)CC1=NC2=C(N1C[C@H]1OCC1)C=C(C=C2)C(=O)O)F 2-({2-[(4-chloro-2-fluorophenyl)methoxy]-3-(difluoromethyl)-5,6,7,8-tetrahydro-1,7-naphthyridin-7-yl}methyl)-1-{[(2S)-oxetan-2-yl]methyl}-1H-1,3-benzodiazole-6-carboxylic acid